6-((1-(methoxycarbonyl)-2,3-dihydro-1H-inden-1-yl)methyl)-2-((((S)-1-methylpyrrolidin-2-yl)methoxy)-5-nitropyrimidin-4-yl)piperazine-1-carboxylate COC(=O)C1(CCC2=CC=CC=C12)CC1CNCC(N1C(=O)[O-])C1=NC(=NC=C1[N+](=O)[O-])OC[C@H]1N(CCC1)C